(2R,4S)-1-(tert-butoxycarbonyl)-4-(3-cyclopropylbenzyl)pyrrolidine-2-carboxylic acid C(C)(C)(C)OC(=O)N1[C@H](C[C@@H](C1)CC1=CC(=CC=C1)C1CC1)C(=O)O